1-(3,4-dimethoxyphenyl)-2-(2-methoxy-4-methylphenoxy)ethan-1-one COC=1C=C(C=CC1OC)C(COC1=C(C=C(C=C1)C)OC)=O